OCC1CCN(CC1)C1=CC=C(C=N1)C(=O)O 6-[4-(hydroxymethyl)-1-piperidyl]pyridine-3-carboxylic acid